ClC(C(C(C(C(C(C(C(OC(C(S(=O)(=O)O)(F)F)(F)F)(F)F)(F)F)(F)F)(F)F)(F)F)(F)F)(F)F)(F)F 11-chloroeicosafluoro-3-oxaundecane-1-sulfonic acid